C(C)(=O)N1CC2(C1)CC(C2)N(C([O-])=O)C=2N=CC1=C(C(=C(C=C1C2)C2=C(C1=C(OCCN1)N=C2)C)F)N 2-Acetyl-2-azaspiro[3.3]heptan-6-yl(8-amino-7-fluoro-6-(8-methyl-2,3-dihydro-1H-pyrido[2,3-b][1,4]oxazin-7-yl)isoquinolin-3-yl)carbamate